C1(CC1)[C@H](C)NC1=C2C=C(N=CC2=CC(=N1)C1=C(C(=CC(=C1Cl)OC)OC)Cl)N[C@H]1[C@H](COC1)NC(C=C)=O N-((3R,4S)-4-((5-(((S)-1-cyclopropyl-ethyl)amino)-7-(2,6-dichloro-3,5-dimethoxy-phenyl)-2,6-naphthyridin-3-yl)amino)tetrahydrofuran-3-yl)acrylamide